(S,E)-2-((6-oxo-5-(trifluoromethyl)-1,6-dihydropyridazin-4-yl)amino)propanal O-(2-oxo-2-(4-(5-(trifluoromethyl)pyridin-2-yl)piperazin-1-yl)ethyl) oxime O=C(CO\N=C\[C@H](C)NC=1C=NNC(C1C(F)(F)F)=O)N1CCN(CC1)C1=NC=C(C=C1)C(F)(F)F